[O-]P([O-])(=O)OP(=O)([O-])OP(=O)([O-])[O-].[Mn+2].[Fe+2].[Li+] lithium iron manganese triphosphate